3-[4-[3-[[(3S,4R)-3-fluoro-4-piperidinyl]oxy]prop-1-ynyl]-3-methyl-2-oxo-benzoimidazol-1-yl]piperidine-2,6-dione F[C@H]1CNCC[C@H]1OCC#CC1=CC=CC=2N(C(N(C21)C)=O)C2C(NC(CC2)=O)=O